[Si](C)(C)(C(C)(C)C)O[C@@H]1CC[C@H](CC1)C(=O)N(C[C@@H]1CC[C@H](CC1)C1=CC(=C(C=C1)OC)C)C1=NC=CC(=C1)C=1C=NN(C1)C1CC1 trans-4-((tert-butyldimethylsilyl)oxy)-N-(4-(1-cyclopropyl-1H-pyrazol-4-yl)pyridin-2-yl)-N-((trans-4-(4-methoxy-3-methylphenyl)cyclohexyl)methyl)cyclohexanecarboxamide